S1C(=NC=C1)NC(=O)[C@@H]1CC12CCN(CC2)C(=O)OC(C(F)(F)F)C(F)(F)F |o1:8| 1,1,1,3,3,3-hexafluoropropan-2-yl (R or S)-1-(thiazol-2-ylcarbamoyl)-6-azaspiro[2.5]octane-6-carboxylate